FC1=C(C=C(C(=C1[N+](=O)[O-])C)F)/C(=N/O)/NC(=O)[C@@H]1CN(CCC1)C(=O)OC methyl (S,Z)-3-(((2,5-difluoro-4-methyl-3-nitrophenyl)(hydroxyimino)methyl)carbamoyl)piperidine-1-carboxylate